NC1=NC=C(C2=C1C(=C(N2)C2=C(C=C(C=C2)N)OCCO)Br)C#N 4-amino-2-(4-amino-2-(2-hydroxyethoxy)phenyl)-3-bromo-1H-pyrrolo[3,2-c]pyridine-7-carbonitrile